C(CCCCCCC)C(CCCCCCCC)OC(CCCCCCOC(=O)[C@H]1NCC(C1)O)=O [7-(1-octylnonoxy)-7-oxo-heptyl](2S)-4-hydroxypyrrolidine-2-carboxylate